CNC=1SC(=C(N1)C1=CC=CC=C1)OC1=CC(=NC=C1)NC=1C=C(C=CC1)C(C)(C)O 2-(3-((4-((2-(methylamino)-4-phenylthiazol-5-yl)oxy)pyridin-2-yl)amino)phenyl)propan-2-ol